COC1=C(C(=O)C2=C(C1=O)C=CC(=O)O2)O The molecule is a member of the class of p-quinones resulting from the formal oxidation of the hydroquinone moiety of 5,7,8-trihydroxy-6-methoxy-2H-chromen-2-one. It is a member of p-quinones and an organic heterobicyclic compound. It derives from a sideretin (reduced form).